N-((1S,4S,5R)-2-cyano-2-azabicyclo[2.1.1]hexan-5-yl)-5-(2-phenoxyphenyl)-1H-pyrazole-3-carboxamide C(#N)N1[C@@H]2[C@@H]([C@H](C1)C2)NC(=O)C2=NNC(=C2)C2=C(C=CC=C2)OC2=CC=CC=C2